4-((E)-((E)-4-((E)-3-(4-chlorophenyl)acryloyloxy)benzylidene)amino)benzoic acid ClC1=CC=C(C=C1)/C=C/C(=O)OC1=CC=C(\C=N\C2=CC=C(C(=O)O)C=C2)C=C1